7-Azaspiro[3.5]Nonane-2-Carboxamide C1C(CC12CCNCC2)C(=O)N